ethyl 4H-pyrrolo[3,2-d]thiazole-5-carboxylate (ethyl 4H-pyrrolo[3,2-d]thiazole-5-carboxylate) C(C)C=1SC2=C(N1)C=C(N2)C(=O)O.N2=CSC1=C2C=C(N1)C(=O)OCC